OC1(CCN(CC1)C(=O)OC(C)(C)C)C1=CC=C(C=C1)C(=O)N1CCC(CC1)OC1=CC=C(C=C1)C(F)(F)F tert-butyl 4-hydroxy-4-(4-(4-(4-(trifluoromethyl)phenoxy)piperidine-1-carbonyl)phenyl)piperidine-1-carboxylate